2,3-dihydro-1H-1,3-benzodiazol-2-on N1C(NC2=C1C=CC=C2)=O